C(=C)OCCCC butyl monovinyl ether